6-chloro-N-(3-chloro-2-fluoro-phenyl)pyrido[3,4-d]pyrimidin-4-amine ClC1=CC2=C(N=CN=C2NC2=C(C(=CC=C2)Cl)F)C=N1